C(C)(C)(C)OC(=O)N1[C@H]([C@H](C(C1)(F)F)NS(=O)(=O)CC)CC1=C(C(=CC=C1)C(C)C1=NC(=CC=C1C)C#N)F.C(=C)OCCCCOC=C 1,4-divinyl-oxybutane tert-Butyl-(2S,3R)-2-({3-[1-(6-cyano-3-methylpyridin-2-yl)ethyl]-2-fluorophenyl}methyl)-3-[(ethanesulfonyl)amino]-4,4-difluoropyrrolidine-1-carboxylate